ClC1=CC=C(C=C1)N1C2=NC(=NC(=C2N=C1C1=CC=CC=C1)N1CCC(CC1)(C(=O)N)C)N(C)CCO 1-[9-(4-chlorophenyl)-2-[2-hydroxyethyl-(methyl)amino]-8-phenyl-purin-6-yl]-4-methyl-piperidine-4-carboxamide